N[C@H](C)C=1C(=NC=CN1)C=1SC(=CN1)C(=O)OC |r| (rac)-Methyl 2-{3-[1-aminoethyl]pyrazin-2-yl}-1,3-thiazole-5-carboxylate